N5-(2-(1H-1,2,4-triazol-1-yl)ethyl)-N2-benzyl-4-phenylpyridine-2,5-diamine N1(N=CN=C1)CCNC=1C(=CC(=NC1)NCC1=CC=CC=C1)C1=CC=CC=C1